N1(N=CC=C1)C1=CC=C(C=N1)CN1C(C(N(CC1)C12CC(C1)(C2)F)=O)=O 1-((6-(1H-pyrazol-1-yl)pyridin-3-yl)methyl)-4-(3-fluorobicyclo[1.1.1]pentan-1-yl)piperazine-2,3-dione